N-[5-[2-[3-[(6-chloro-2-pyridyl)methoxymethyl]-5-methoxy-2-pyridyl]ethynyl]-8-(methylamino)-2,7-naphthyridin-3-yl]cyclopropanecarboxamide ClC1=CC=CC(=N1)COCC=1C(=NC=C(C1)OC)C#CC1=C2C=C(N=CC2=C(N=C1)NC)NC(=O)C1CC1